(2S)-2-amino-6-(methylamino)hexanoic acid dihydrochloride Cl.Cl.N[C@H](C(=O)O)CCCCNC